N1CC(C1)CCCO 3-(azetidin-3-yl)propan-1-ol